4-[allyl-(2-hydroxy-4-methoxy-benzyl)carbamoyl]-2-tert-butoxycarbonylamino-butanoic acid methyl ester COC(C(CCC(N(CC1=C(C=C(C=C1)OC)O)CC=C)=O)NC(=O)OC(C)(C)C)=O